cis-2-methyl-octahydropyrrolo[3,4-c]pyrrole CN1C[C@@H]2CNC[C@@H]2C1